C[C@H]1CC2=CC=3CCCC3C(=C21)NC(=O)N=[S@](=O)(N)C=2C=NN1C2OCCC1 (R)-N'-(((S)-2-methyl-2,4,5,6-tetrahydro-1H-cyclobuta[f]inden-3-yl)carbamoyl)-6,7-dihydro-5H-pyrazolo[5,1-b][1,3]oxazine-3-sulfonimidamide